C1=CC=C2C(=C1)C3=CC(=O)NC4=CC=CC(=C43)C2=O ANTHRAPYRIDONE